pyrimidine-2,5-dicarboxylic acid anhydride N1=C2N=CC(=C1)C(=O)OC2=O